C1CCC12CCN(CC2)CC(=O)NC=2C=C(C(=NC2)C)NC(=O)C2=NN=C1N2C=CC(=C1)N1CCOCC1 N-(5-(2-(7-azaspiro[3.5]nonan-7-yl)acetamido)-2-methylpyridin-3-yl)-7-morpholino-[1,2,4]triazolo[4,3-a]pyridine-3-carboxamide